N4-cyclohexyl-N2-(3-methylcyclohexyl)quinazoline-2,4-diamine C1(CCCCC1)NC1=NC(=NC2=CC=CC=C12)NC1CC(CCC1)C